amino-tetracosanol NC(CCCCCCCCCCCCCCCCCCCCCCC)O